8-(4-(2-(5-methyl-1H-1,2,4-triazol-1-yl)acetyl)piperazin-1-yl)-N-(1-methylcyclopropyl)-3-(5-(trifluoromethyl)-1,3,4-thiadiazol-2-yl)imidazo[1,5-a]pyridine-6-sulfonamide CC1=NC=NN1CC(=O)N1CCN(CC1)C=1C=2N(C=C(C1)S(=O)(=O)NC1(CC1)C)C(=NC2)C=2SC(=NN2)C(F)(F)F